[Cl-].[Cl-].ClC=1C=C(C=CC1)C(=[Zr+2](C1=CC=CC=2C3=CC=CC=C3CC12)C1C=CC=C1)C1=CC(=CC=C1)Cl di(m-chlorophenyl)methylene(cyclopentadienyl)(fluorenyl)zirconium dichloride